CN1N=C(C=C1C(=O)N[C@@H](C)C1=NC(=NO1)C1=NC(=NC=C1)C(F)(F)F)C(F)(F)F (S)-1-methyl-3-(trifluoromethyl)-N-(1-(3-(2-(trifluoromethyl)pyrimidin-4-yl)-1,2,4-oxadiazol-5-yl)ethyl)-1H-pyrazole-5-carboxamide